N-[4-fluoro-2-[(3R,5S)-3,4,5-trimethylpiperazin-1-yl]-5-(1,2,3,6-tetrahydropyridin-5-yl)phenyl]-6-oxo-4-(trifluoromethyl)-1H-pyridine-3-carboxamide FC1=CC(=C(C=C1C1=CCCNC1)NC(=O)C1=CNC(C=C1C(F)(F)F)=O)N1C[C@H](N([C@H](C1)C)C)C